2-chloro-6-(4-(4-(2-((cyclopropylmethyl)amino)pyrimidin-5-yl)-1-methyl-6-oxo-1,6-dihydropyridin-3-yl)-1H-pyrazol-1-yl)benzonitrile ClC1=C(C#N)C(=CC=C1)N1N=CC(=C1)C1=CN(C(C=C1C=1C=NC(=NC1)NCC1CC1)=O)C